C(C)S(=O)(=O)C1=CC=C(C=C1)C(C(=O)OC)COC Methyl 2-(4-(ethylsulfonyl) phenyl)-3-methoxypropionate